BrC1=CC=C2C(=N1)N=C(N2)C2COCC2 5-bromo-2-(tetrahydrofuran-3-yl)-1H-imidazo[4,5-b]pyridine